C1(=C(C=CC=C1)N(C1=C(C=CC=C1)C)C1=CC=C(C=C1)C1(CCCCC1)C1=CC=C(C=C1)N(C1=C(C=CC=C1)C)C1=C(C=CC=C1)C)C bis-[4-(N,N-ditolylamino)-phenyl]cyclohexane